3',5'-dibromo-2'-hydroxyacetophenone BrC=1C(=C(C=C(C1)Br)C(C)=O)O